3-[4-[(4-phenyltriazol-1-yl)methyl]phenyl]-5-(trifluoromethyl)-1,2,4-oxadiazole C1(=CC=CC=C1)C=1N=NN(C1)CC1=CC=C(C=C1)C1=NOC(=N1)C(F)(F)F